2-[6-amino-5-[8-[2-[3-(5-azaspiro[2.5]octan-5-yl)prop-1-ynyl]-4-pyridyl]-3,8-diazabicyclo[3.2.1]octan-3-yl]pyridazin-3-yl]phenol NC1=C(C=C(N=N1)C1=C(C=CC=C1)O)N1CC2CCC(C1)N2C2=CC(=NC=C2)C#CCN2CC1(CC1)CCC2